C(C1=CC=CC=C1)S(=O)(=O)[O-].OC1=C(C=CC=C1)[SH+]CC1=CC=CC=C1 (hydroxyphenyl)benzylsulfonium toluenesulfonate